OCCOC1(C(=C2C=CC(C=C2C=C1)(C1=CC2=CC3=CC=CC=C3C=C2C=C1)C1=CC2=CC3=CC=CC=C3C=C2C=C1)C1=CC=CC2=CC=CC=C12)OCCO 2,2-bis(2-hydroxyethoxy)-6,6-bis(2-anthracenyl)-1,1-binaphthyl